6,8-dioxo-2,7-diazaspiro[4.4]nonane-2-carboxamide O=C1C2(CCN(C2)C(=O)N)CC(N1)=O